4-(5-((4-((E)-(Hydroxyimino)methyl)-2-nitrophenoxy)methyl)-2-(trifluoromethyl)oxazolidin-3-yl)-2-(trifluoromethyl)benzonitril O\N=C\C1=CC(=C(OCC2CN(C(O2)C(F)(F)F)C2=CC(=C(C#N)C=C2)C(F)(F)F)C=C1)[N+](=O)[O-]